2-((2-(trimethylsilyl)ethoxy)methyl)-2H-tetrazole C[Si](CCOCN1N=CN=N1)(C)C